O=C1C=C(N=C2N1C=CC=C2)C(=O)NCC2=CC=C1C=C(NC1=C2)CNC(C)(C(C)(C)C)C 4-oxo-N-[(2-{[(2,3,3-trimethylbutan-2-yl)amino]methyl}-1H-indol-6-yl)methyl]-4H-pyrido[1,2-a]pyrimidine-2-carboxamide